ClC=1C=C(C=CC1F)[C@H](NC(=O)[C@@H]1CNC(C1)=O)C1=CC=C(C=C1)C#N (S)-N-((R)-(3-chloro-4-fluorophenyl)(4-cyanophenyl)methyl)-5-oxopyrrolidine-3-carboxamide